4-(methylsulfanyl)isovaline CSCC[C@@](N)(C)C(=O)O